F[C@H]1[C@@](COC1)(C)N1CCN(CC1)C=1C=C2C=C(N=CC2=CC1C)NC(=O)[C@H]1[C@H]([C@@H]1C=1C=NN(C1)C)C (1S,2S,3S)-N-[6-[4-((3S,4S)-4-fluoro-3-methyl-tetrahydrofuran-3-yl)piperazin-1-yl]-7-methyl-3-isoquinolyl]-2-methyl-3-(1-methylpyrazol-4-yl)cyclopropanecarboxamide